tert-butyl N-[(7R)-5-[4-(4-{3-cyano-9-ethyl-6,6-dimethyl-11-oxo-5H,6H,11H-benzo[b]carbazol-8-yl}piperazin-1-yl)-4-oxobutyl]-5-azaspiro[2.4]heptan-7-yl]carbamate C(#N)C1=CC=C2C=3C(C4=C(C(C3NC2=C1)(C)C)C=C(C(=C4)CC)N4CCN(CC4)C(CCCN4CC1(CC1)[C@H](C4)NC(OC(C)(C)C)=O)=O)=O